7-(2-oxo-1,2-dihydroquinolin-4-yl)-2,7-diazaspiro[4.4]nonane O=C1NC2=CC=CC=C2C(=C1)N1CC2(CCNC2)CC1